2-bromo-1-(3-fluoropyridin-4-yl)ethanone BrCC(=O)C1=C(C=NC=C1)F